C[C@H]1N(CCOC1)C1=CC(NC(=C1)C1=CSC=C1C)=O 4-[(3R)-3-methylmorpholin-4-yl]-6-(4-methyl-3-thienyl)-1H-pyridin-2-one